5-fluoro-2-methyl-N1-(2-(trifluoromethoxy)phenyl)benzene-1,3-diamine FC=1C=C(C(=C(C1)NC1=C(C=CC=C1)OC(F)(F)F)C)N